(3R,4R)-4-{[4-(1-tert-butyl-4-fluoro-1H-benzimidazol-6-yl)-5-chloropyridin-2-yl]amino}piperidin-3-ol C(C)(C)(C)N1C=NC2=C1C=C(C=C2F)C2=CC(=NC=C2Cl)N[C@H]2[C@@H](CNCC2)O